(2-propynyl)-acetophenone C(C#C)CC(=O)C1=CC=CC=C1